C(C1=CC=CC=C1)[C@@H]1[C@@H]2C[C@@H]2CN1C1=NC(=CC(N1)=O)N1C[C@H](OCC1)C 2-((1R,2R,5S)-2-benzyl-3-azabicyclo[3.1.0]hexan-3-yl)-6-((R)-2-methylmorpholino)pyrimidin-4(3H)-one